(E)-benzyl 3-(hydroxyimino)piperidine-1-carboxylate O\N=C/1\CN(CCC1)C(=O)OCC1=CC=CC=C1